ClC1=CC(=CC=2CN(C(COC21)C)CC=2C=NC(=NC2)Cl)N2C=CC1=CC(=CC=C21)F 9-chloro-4-[(2-chloropyrimidin-5-yl)methyl]-7-(5-fluoroindol-1-yl)-3-methyl-3,5-dihydro-2H-1,4-benzoxazepine